C(CCC)N1N=C(C(=C1C(C)C)O)C(C)C Butyl-4-hydroxy-3,5-diisopropyl-pyrazol